N-(6-amino-5-methyl-3-pyridyl)-2-[(2R,5S)-2-(6-amino-3-pyridyl)-5-methyl-1-piperidyl]-2-oxo-acetamide NC1=C(C=C(C=N1)NC(C(=O)N1[C@H](CC[C@@H](C1)C)C=1C=NC(=CC1)N)=O)C